ClC1=C(C=CC=C1)C1C(=C(NC(=C1C(=O)OC)C)COCCN[C@@H](CC(=O)O)C(=O)O)C(=O)OCC N-(2-{[4-(2-chlorophenyl)-3-(ethoxycarbonyl)-5-(methoxycarbonyl)-6-methyl-1,4-dihydropyridin-2-yl]methoxy}ethyl)aspartic acid